C1(CC1)C=1C=CC(=C(C1)[C@H]1[C@H](CC2=C(NC(N(C2=O)C(C)C)=O)N1)F)F (6S,7S)-7-(5-cyclopropyl-2-fluorophenyl)-6-fluoro-3-isopropyl-5,6,7,8-tetrahydropyrido[2,3-d]pyrimidine-2,4(1H,3H)-dione